BrC=1C=NN2C1N=C(N=C2NCC=2NC(=CN2)C2=C(C=CC=C2)F)N2CCOCC2 8-bromo-N-{[5-(2-fluorophenyl)-1H-imidazol-2-yl]methyl}-2-(morpholin-4-yl)pyrazolo[1,5-a][1,3,5]triazin-4-amine